C(C1=CC=CC=C1)(C1=CC=CC=C1)=NN Benzophenone Hydrazone